1-(4-bromophenyl)-2-(4-(dimethylamino)phenyl)-2-hydroxyethanone BrC1=CC=C(C=C1)C(C(O)C1=CC=C(C=C1)N(C)C)=O